(3S,4R)-4-((7-(1-ethylcyclopentyl)-5-fluoropyrrolo[2,1-f][1,2,4]triazin-2-yl)amino)tetrahydro-2H-pyran-3-ol C(C)C1(CCCC1)C1=CC(=C2C=NC(=NN21)N[C@H]2[C@@H](COCC2)O)F